C(C1=CC=CC=C1)C1C(C(=O)NCCC1)(N)CC1=CC=CC=C1 di-benzyl-aminocaprolactam